C(C\C=C/CC)=O (Z)-3-Hexenal